NC1=C(C(=NN1C1CC(OC(C1)C)C)C1=CC=C(C=C1)Br)C#N 5-amino-3-(4-bromophenyl)-1-(2,6-dimethyltetrahydropyran-4-yl)pyrazole-4-carbonitrile